ClC1=C(C=CC(=C1)Cl)[C@@H](C)OC1=C2C(=NC(=C1)N1C(C(C1)C1CN(CCC1)C(C)O)COCC[Si](C)(C)C)N=CN2 1-(7-[(1R)-1-(2,4-dichlorophenyl)ethoxy]-3-([2-(trimethylsilyl)ethoxy]methylimidazo[4,5-b]pyridin-5-ylazetidin-3-yl)piperidin-1-yl)ethanol